CN1N=C2CN(CCC2=C1C=1N(C2=CC=CC=C2C1)C)C(=O)C=1C=C2C=CC=NC2=CC1 (2-methyl-3-(1-methyl-1H-indol-2-yl)-2,4,5,7-tetrahydro-6H-pyrazolo[3,4-c]pyridin-6-yl)(quinolin-6-yl)methanone